C(C)OC(=O)C=1N=CC=2CNCC(C2C1)C(C)C 5-isopropyl-5,6,7,8-tetrahydro-2,7-naphthyridine-3-carboxylic acid ethyl ester